(S)-1-(3-chlorophenyl)ethan-1-ol ClC=1C=C(C=CC1)[C@H](C)O